(R)-6-chloro-3-((1-(2-(cyclobutylamino)-3,6-dimethyl-4-oxo-3,4-dihydroquinazolin-8-yl)ethyl)amino)-N-(methylsulfonyl)picolinamide ClC1=CC=C(C(=N1)C(=O)NS(=O)(=O)C)N[C@H](C)C=1C=C(C=C2C(N(C(=NC12)NC1CCC1)C)=O)C